C(#N)C1=C(OC=2C(=C3C(N(C=NC3=CC2)C=2C=NC(=NC2)N2CCN(CC2)C(=O)OC(C)(C)C)=O)COC)C(=CC=C1F)F tert-butyl 4-[5-[6-(2-cyano-3,6-difluoro-phenoxy)-5-(methoxymethyl)-4-oxo-quinazolin-3-yl]pyrimidin-2-yl]piperazine-1-carboxylate